BrC1=CC=C2C=NN(C2=C1OC)CC(F)(F)F 6-Bromo-7-methoxy-1-(2,2,2-trifluoroethyl)-1H-indazole